1-(2-methylpyrazolo[1,5-a]pyridin-5-yl)ethan-1-one CC1=NN2C(C=C(C=C2)C(C)=O)=C1